1-[(2R,4S,5R)-5-(chloromethyl)-5-(hydroxymethyl)-4-[(4-methoxyphenyl)diphenylmethoxy]oxolan-2-yl]-5-methyl-3H-pyrimidine-2,4-dione ClC[C@]1([C@H](C[C@@H](O1)N1C(NC(C(=C1)C)=O)=O)OC(C1=CC=CC=C1)(C1=CC=CC=C1)C1=CC=C(C=C1)OC)CO